2-(3-cyano-4-hydroxy-5-oxo-1H-pyrrol-2(5H)-ylidene)malononitrile disodium salt [Na].[Na].C(#N)C=1C(NC(C1O)=O)=C(C#N)C#N